1-{1-[(2,4-difluorophenyl)methyl]cyclobutyl}methanamine FC1=C(C=CC(=C1)F)CC1(CCC1)CN